FC=1C(=CC=C(C1)O)C(F)(F)F 5-fluoro-4-(trifluoromethyl)phenol